FC(C(C(F)(F)F)(F)F)(C1=CC=C(C=C1)CCCC(=O)O)F 4-(4-(perfluoropropyl)phenyl)butanoic acid